2,6-dimethyl-4-allylphenol CC1=C(C(=CC(=C1)CC=C)C)O